Tert-butyl 4-(2-(4-(9-benzyl-6-(1-methylcyclopropoxy)-9H-purin-8-yl)-2,5-dichlorophenoxy)ethyl)piperazine-1-carboxylate C(C1=CC=CC=C1)N1C2=NC=NC(=C2N=C1C1=CC(=C(OCCN2CCN(CC2)C(=O)OC(C)(C)C)C=C1Cl)Cl)OC1(CC1)C